S1C=NC2=C1C=C(C=C2)B2OC(C)(C)C(C)(C)O2 benzo[d]thiazole-6-boronic acid pinacol ester